CC1=CC=C(C=C1)S(=O)(=O)O.CC1=CC=C(C=C1)S(=O)(=O)O.FC=1C=C(C#N)C=CC1COC1=NC(=CC=C1)C1CCNCC1 3-fluoro-4-[[6-(4-piperidyl)-2-pyridyl]oxymethyl]benzonitrile bis(4-methylbenzenesulfonate)